4-[(E)-2-(1,3-benzothiazol-2-yl)ethenyl]benzoic acid S1C(=NC2=C1C=CC=C2)/C=C/C2=CC=C(C(=O)O)C=C2